nicotine succinate salt C(CCC(=O)O)(=O)O.N1=CC=CC(=C1)C1N(C)CCC1